methyl ACRYLate C(C=C)(=O)OC